O=C1NC(CCC1C=1C=CC(=NC1)N1CCC(CC1)CC(=O)N1CCCCC1)=O 1-(2-(1-(5-(2,6-DIOXOPIPERIDIN-3-YL)PYRIDIN-2-YL)PIPERIDIN-4-YL)ACETYL)PIPERIDINE